3-amino-4-bromo-5-fluorobenzoic acid methyl ester COC(C1=CC(=C(C(=C1)F)Br)N)=O